CC1=C(C=C(C=C1)[N+](=O)[O-])SC1CCCCCC1 (2-methyl-5-nitro-phenyl)sulfanylcycloheptane